(+/-)-4-[1-(2,3-dimethylphenyl)ethyl]-1H-imidazol CC1=C(C=CC=C1C)[C@@H](C)C=1N=CNC1 |r|